ClC1=C(C=CC=C1)S(=O)(=O)OC1=C(OC2=CC(=CC(=C2C1=O)OC)OC)C1=CC(=C(C(=C1)OC)OC)OC 5,7-dimethoxy-4-oxo-2-(3,4,5-trimethoxyphenyl)-4H-chromen-3-yl 2-chlorobenzenesulfonate